FC(CN1C(=NC=2C1=NC(=CC2)C=2C=CN1N=C(N=CC12)N[C@@H]1CC[C@H](CC1)N1CCN(CC1)C)C)F 5-(3-(2,2-difluoroethyl)-2-methyl-3H-imidazo[4,5-b]pyridin-5-yl)-N-(trans-4-(4-methylpiperazin-1-yl)cyclohexyl)pyrrolo[2,1-f][1,2,4]triazin-2-amine